(E)-3-(6-amino-pyridin-3-yl)-N-((5-(3-(morpholine-4-carbonyl)phenyl)-7-(trifluoro-methyl)benzofuran-2-yl)methyl)acrylamide NC1=CC=C(C=N1)/C=C/C(=O)NCC=1OC2=C(C1)C=C(C=C2C(F)(F)F)C2=CC(=CC=C2)C(=O)N2CCOCC2